C(C)(C)(C)OC(N(C1=CC(=NC=C1C#N)Cl)C(=O)OC(C)(C)C)=O (Tert-Butoxycarbonyl)(2-chloro-5-cyanopyridin-4-yl)carbamic acid tert-butyl ester